CNC(CCCCCCCCCCCCCCCCCC)=O N-methylnonadecylamide